(R)-2-(benzofuran-3-yl)-1-((4-methyl-2-nitrophenyl)methylsulfonamido)ethylboronic acid O1C=C(C2=C1C=CC=C2)C[C@H](NS(=O)(=O)CC2=C(C=C(C=C2)C)[N+](=O)[O-])B(O)O